(S)-N-(5-([1,2,4]triazolo[1,5-a]pyridin-7-yl)-2-methylphenyl)-3-phenylisoxazolidine-2-carboxamide N=1C=NN2C1C=C(C=C2)C=2C=CC(=C(C2)NC(=O)N2OCC[C@H]2C2=CC=CC=C2)C